diazene-1,2-diylbis(2-methylpropanenitrile) N(=NC(C#N)(C)C)C(C#N)(C)C